(9,9-dimethyl-9H-fluoren-2-yl)-amin CC1(C2=CC=CC=C2C=2C=CC(=CC12)N)C